tert-butyl (2,2-dimethyl-4-oxo-3,8,11-trioxa-5-azatridecan-13-yl)(2-(2-hydroxyethoxy)ethyl)carbamate CC(C)(OC(NCCOCCOCCN(C(OC(C)(C)C)=O)CCOCCO)=O)C